4-(((3S,4R)-1-((2-chloro-4-(fluoromethyl)phenyl)sulfonyl)-4-hydroxy-4-(hydroxymethyl)pyrrolidin-3-yl)sulfonyl)benzonitrile ClC1=C(C=CC(=C1)CF)S(=O)(=O)N1C[C@@H]([C@@](C1)(CO)O)S(=O)(=O)C1=CC=C(C#N)C=C1